(2-methyl-1H-imidazol-1-yl)benzonitrile-N-oxide CC=1N(C=CN1)C1=C(C#[N+][O-])C=CC=C1